(1r*,3s*)-Methyl 3-(2-(6-((tert-butoxycarbonyl)(methyl)amino)pyridin-2-yl)ethyl)cyclobutanecarboxylate C(C)(C)(C)OC(=O)N(C1=CC=CC(=N1)CCC1CC(C1)C(=O)OC)C